tert-butyl r-(2-oxopropyl)-1,2-dihydrospiro[indole-3,4'-piperidine]-1-carboxylate O=C(CN1CCC2(CC1)CN(C1=CC=CC=C12)C(=O)OC(C)(C)C)C